N,3-dimethyl-5,6-dihydro-4H-cyclopenta[b]thiophen-5-amine CNC1CC2=C(SC=C2C)C1